N,N-diethyl-2-(5-methoxy-1-((2-(trimethylsilyl)ethoxy)methyl)-1H-indazol-3-yl)ethan-1-amine C(C)N(CCC1=NN(C2=CC=C(C=C12)OC)COCC[Si](C)(C)C)CC